C(C)(C)(C)C1=CC(=NN1[C@H]1[C@H](CCC1)O)NC=1N(C=2C(=NC=C(C2Cl)OC=2C=NN3C2C=NC=C3)N1)C (1S,2R)-2-(5-(tert-butyl)-3-((7-chloro-1-methyl-6-(pyrazolo[1,5-a]pyrazin-3-yloxy)-1H-imidazo[4,5-b]pyridin-2-yl)amino)-1H-pyrazol-1-yl)cyclopentan-1-ol